1-bromo-5-chloro-4-methoxy-2-methyl-benzene BrC1=C(C=C(C(=C1)Cl)OC)C